BrC1=C(C(=CC(=C1)C(=O)C1=C(OC2=C1C=CC=C2)CC)Br)[O-].O(C2=CC=CC=C2)C2=C(C=CC(=C2)O)C2=CC=CC=C2 (phenoxy)p-hydroxybiphenyl 2,6-dibromo-4-[(2-ethyl-1-benzofuran-3-yl)carbonyl]phenolate